CN(C=1C2=C(N=CN1)NC(=C2)C2=CC=C(C=C2)C(CCCCCC(=O)[O-])=O)CC2=CC(=CC=C2)C 7-(4-(4-(Methyl(3-methylbenzyl)amino)-7H-pyrrolo[2,3-d]pyrimidin-6-yl)phenyl)-7-oxoheptanoate